tert-butyl 3-(2-(4-methoxyphenyl)hydrazine-1-carbonyl)azetidine-1-carboxylate COC1=CC=C(C=C1)NNC(=O)C1CN(C1)C(=O)OC(C)(C)C